dihydro-1,3-benzothiazol-2-one S1C(NC2C1=CC=CC2)=O